perfluorocyclohexane sulfur [S].FC1(C(C(C(C(C1(F)F)(F)F)(F)F)(F)F)(F)F)F